dimethyl-propionyl-ammonium C[NH+](C(CC)=O)C